N-[cyano-(3-methyl-oxetan-3-yl)-methyl]-4-cyclopropyl-3-(2-fluoro-ethoxy)-benzamide C(#N)C(NC(C1=CC(=C(C=C1)C1CC1)OCCF)=O)C1(COC1)C